2-((2S,3R)-3-aminotetrahydrofuran-2-yl)-3-bromo-5-chloro-N-(thiophen-2-ylmethyl)thieno[3,2-b]pyridin-7-amine N[C@H]1[C@H](OCC1)C1=C(C2=NC(=CC(=C2S1)NCC=1SC=CC1)Cl)Br